3-fluoro-2-naphthaldehyde FC=1C(=CC2=CC=CC=C2C1)C=O